N,5-dimethyl-N-((5-methyl-4-oxo-1-((2-(trimethylsilyl)ethoxy)methyl)-4,5-dihydro-1H-imidazo[4,5-c]pyridin-2-yl)methyl)-1H-indazole-7-sulfonamide CN(S(=O)(=O)C=1C=C(C=C2C=NNC12)C)CC=1N(C2=C(C(N(C=C2)C)=O)N1)COCC[Si](C)(C)C